C=C1CCC2=NC=CC=C21 5-methylene-6,7-dihydro-5H-cyclopenta[b]pyridine